C1(CCC1)CN1N=CC(=C1)N1CC=CC=C1C1=CC=NN1C N-[1-(cyclobutylmethyl)-1H-pyrazol-4-yl]-6-(1-methyl-1H-pyrazol-5-yl)pyridine